N-phenyl-maleic amide C1(=CC=CC=C1)NC(\C=C/C(=O)O)=O